N-(3-Cyano-5-(cyclohexylmethyl)-4,5,6,7-tetrahydrothieno[3,2-c]pyridin-2-yl)-2-(3-methoxy-4-sulfamoylphenyl)-acetamid C(#N)C1=C(SC2=C1CN(CC2)CC2CCCCC2)NC(CC2=CC(=C(C=C2)S(N)(=O)=O)OC)=O